4-(4-(7-fluoro-1-Boc-1H-indol-3-yl)furan-2-yl)-4-oxobutanoic acid methyl ester COC(CCC(=O)C=1OC=C(C1)C1=CN(C2=C(C=CC=C12)F)C(=O)OC(C)(C)C)=O